The molecule is an indole alkaloid with a heterotetracyclic skeleton isolated from Penicillium oxalicum. It has a role as a Penicillium metabolite. It is an organic heterotetracyclic compound, a member of imidazoles, a lactam, an enol and an indole alkaloid. It derives from a glandicoline B. CC(C)(C=C)[C@]12C=C(C(=O)N\\3[C@@]1(NC(=O)/C3=C\\C4=CN=CN4)N(C5=CC=CC=C25)OC)O